C(C)(=O)C1=C2C(=NC=C1)N(N=C2C#N)C2=CC=C(C=C2)OC(F)(F)F 4-acetyl-1-(4-(trifluoromethoxy)phenyl)-1H-pyrazolo[3,4-b]pyridine-3-carbonitrile